3-(6-(((7-(diethylamino)heptyl)(methyl)amino)methyl)-2-oxobenzo[cd]indol-1(2H)-yl)piperidine-2,6-dione C(C)N(CCCCCCCN(C)CC=1C=2C3=C(C(N(C3=CC1)C1C(NC(CC1)=O)=O)=O)C=CC2)CC